1,1-dimethyl-3-oxoisoindoline-2-carboxylate CC1(N(C(C2=CC=CC=C12)=O)C(=O)[O-])C